NC1=C(C=C(C=N1)CCCC(=O)O)CCC[C@@H](C(=O)OC)NC(=O)OC(C)(C)C 4-{6-amino-5-[(4S)-4-{[(tert-butoxy)carbonyl]amino}-5-methoxy-5-oxopentyl]pyridin-3-yl}butanoic acid